NC1=NN=C(S1)S(=O)(=O)N L-5-amino-1,3,4-thiadiazole-2-sulfonamide